COC1=CC=C(CN2[C@@H](C[C@@H](CC2)C(=O)OC)C)C=C1 methyl (2R,4R)-1-(4-methoxy benzyl)-2-methylpiperidine-4-carboxylate